2-(4-(bromomethyl)phenyl)-N-ethylacetamide BrCC1=CC=C(C=C1)CC(=O)NCC